tert-butyl (5-(5-(dicyclopropylphosphoryl)-1-methyl-1H-pyrazol-3-yl)thiophen-2-yl)carbamate C1(CC1)P(=O)(C1CC1)C1=CC(=NN1C)C1=CC=C(S1)NC(OC(C)(C)C)=O